FC(C=1C=C(C=C(C1)C(F)(F)F)C=1C=C(C=CC1)CN(C(=O)[C@H]1N(CCC1)C(=O)OC(C)(C)C)C)(F)F tert-butyl (2S)-2-[([3-[3,5-bis(trifluoromethyl)phenyl]phenyl]methyl)(methyl)carbamoyl]pyrrolidine-1-carboxylate